(2S,11aR)-7-Fluoro-2-hydroxy-8-methyl-6-propoxy-2,3,11,11a-tetrahydro-1H,5H-benzo[f]pyrrolo[2,1-c][1,4]oxazepin-5-one FC=1C(=CC2=C(C(N3[C@@H](CO2)C[C@@H](C3)O)=O)C1OCCC)C